FC(OC1=CC=C(C=C1)N1CCNCC1)(F)F 4-(4-trifluoromethoxyphenyl)piperazine